C(C)C=1C(NC=2C=C(C=NC2C1)C(=O)NC1CC(C1)NC=1C=NC(=CC1)C(NC)=O)=O 7-ethyl-N-(3-((6-(methylcarbamoyl)pyridin-3-yl)amino)cyclobutyl)-6-oxo-5,6-dihydro-1,5-naphthyridine-3-carboxamide